C(C)OCCN(CCC(C(=O)O)NC(CC(CC)CC)=O)CCCCC1=NC=2NCCCC2C=C1 4-[2-ethoxyethyl-[4-(5,6,7,8-tetrahydro-1,8-naphthyridin-2-yl)butyl]amino]-2-(3-ethylpentanoylamino)butanoic acid